CC=1C=C(C=CC1)SC=1N=NC=CC1C(=O)O 3-[(3-Methylphenyl)thio]pyridazine-4-carboxylic acid